NC1=C(C=C2C(=N1)C=C(N2)CNC(C2=CC=CC=C2)=O)C N-((5-amino-6-methyl-1H-pyrrolo[3,2-b]pyridin-2-yl)methyl)benzamide